C(=O)(O)CN(C(C1=CC=C(C=C1)\N=N\C1=CC=C(C=C1)N(C)CCOCCN)=O)C1=C(C=CC=C1)N N-carboxymethyl-(E)-4-((4-((2-(2-aminoethoxy)ethyl)(methyl)amino)phenyl)diazenyl)-N-(2-aminophenyl)benzamide